1-benzyl-4-{[4-(1H-pyrrolo[2,3-b]-pyridin-4-yl)-1H-pyrazol-1-yl]-methyl}pyrrolidin-2-one C(C1=CC=CC=C1)N1C(CC(C1)CN1N=CC(=C1)C1=C2C(=NC=C1)NC=C2)=O